3-fluorophenyl-4-oxopyrrolidine-1-carboxylate FC=1C=C(C=CC1)OC(=O)N1CCC(C1)=O